COC=1C=C2CC[NH2+]CC2=CC1OC 6,7-dimethoxy-1,2,3,4-tetrahydroisoquinolin-2-ium